rac-(2R,3S,4S,5R)-3-(3-(difluoromethyl)-4-fluoro-2-methoxyphenyl)-4,5-dimethyl-5-(trifluoromethyl)tetrahydrofuran-2-carboxylic acid FC(C=1C(=C(C=CC1F)[C@H]1[C@@H](O[C@]([C@H]1C)(C(F)(F)F)C)C(=O)O)OC)F |r|